2-[2,2-difluoro-2-(pyridin-2-yl)ethyl]-8-methyl-N-{[(2S)-oxolan-2-yl]methyl}-4,5-dihydro-2H-furo[2,3-g]indazole-7-carboxamide FC(CN1N=C2C3=C(CCC2=C1)OC(=C3C)C(=O)NC[C@H]3OCCC3)(C3=NC=CC=C3)F